2-(1-(4-(4-Carboxyphenyl)-1H-pyrazol-1-yl)-2-((1S*,2R*)-2-(morpholine-4-carbonyl)cyclopropyl)ethyl)-5-(5-chloro-2-(1H-tetrazol-1-yl)phenyl)pyridine 1-oxide C(=O)(O)C1=CC=C(C=C1)C=1C=NN(C1)C(C[C@H]1[C@@H](C1)C(=O)N1CCOCC1)C1=[N+](C=C(C=C1)C1=C(C=CC(=C1)Cl)N1N=NN=C1)[O-] |o1:16,17|